S(OC1=CC=C(C=C1)N1C(NC(CC1)=O)=O)(=O)(=O)F 4-(2,4-dioxotetrahydropyrimidin-1(2H)-yl)phenyl sulfurofluoridate